CN1N=C2C=CC(=CC2=C1)N1C=C2C=CC(=NC2=C(C1=O)C=1C=NC(=CC1)OC(F)(F)F)OCC(F)(F)F 6-(2-methyl-2H-indazol-5-yl)-2-(2,2,2-trifluoroethoxy)-8-(6-(trifluoromethoxy)pyridin-3-yl)-1,6-naphthyridin-7(6H)-one